tert-butyl 5-(3-fluoro-4-(6-methoxy-2-methyl-2H-indazole-5-carboxamido)phenyl)hexahydropyrrolo[3,4-c]pyrrole-2(1H)-carboxylate FC=1C=C(C=CC1NC(=O)C1=CC2=CN(N=C2C=C1OC)C)N1CC2C(C1)CN(C2)C(=O)OC(C)(C)C